5-(azetidin-3-yl)-3-(3-ethyl-2-(2-methylpyridin-4-yl)-1H-indol-5-yl)-1,2,4-oxadiazole N1CC(C1)C1=NC(=NO1)C=1C=C2C(=C(NC2=CC1)C1=CC(=NC=C1)C)CC